3-(((2-chlorobenzyl)oxy)methyl)imidazole ClC1=C(COCN2C=NC=C2)C=CC=C1